2-(3-formylstyryl)pyridinium C(=O)C=1C=C(C=CC2=[NH+]C=CC=C2)C=CC1